tert-butyl 4-(5-((2-amino-9-chloro-10-oxo-10H-chromeno[3,2-b]pyridin-3-yl)oxy)pyrimidin-2-yl)piperazine-1-carboxylate NC1=C(C=C2C(=N1)C(C=1C(=CC=CC1O2)Cl)=O)OC=2C=NC(=NC2)N2CCN(CC2)C(=O)OC(C)(C)C